(3'R,4'S,5'R)-6''-chloro-4'-(2-chloro-3-fluoropyridin-4-yl)-1',4,4-trimethyl-2''-oxodispiro[cyclohexane-1,2'-pyrrolidine-3',3''-indoline]-5'-carboxylic acid ClC1=CC=C2[C@@]3(C(NC2=C1)=O)C1(N([C@H]([C@@H]3C3=C(C(=NC=C3)Cl)F)C(=O)O)C)CCC(CC1)(C)C